C(#N)C(C(=O)NC1=CC=C(C=C1)F)=C(O)C1CC1 2-cyano-3-cyclopropyl-N-(4-fluorophenyl)-3-hydroxyacrylamide